4-bromo-5-methyl-pyridin-2-amine BrC1=CC(=NC=C1C)N